4,4'-methylene diisocyanate C(N=C=O)N=C=O